3-(7-(1-((6-(2-hydroxypropan-2-yl)pyridin-2-yl)methyl)-1H-1,2,3-triazol-4-yl)-3-(tetrahydro-2H-pyran-2-yl)-3H-imidazo[4,5-b]pyridin-5-yl)-2-methoxybenzonitrile OC(C)(C)C1=CC=CC(=N1)CN1N=NC(=C1)C1=C2C(=NC(=C1)C=1C(=C(C#N)C=CC1)OC)N(C=N2)C2OCCCC2